D-Galactopyranosyl-(1->3)-D-galactopyranosyl-(1->3)-L-arabinose C1([C@H](O)[C@@H](O)[C@@H](O)[C@H](O1)CO)O[C@@H]1[C@H](C(O[C@@H]([C@@H]1O)CO)O[C@H]([C@H](C=O)O)[C@@H](O)CO)O